(1S,3R)-3-acetamido-N-(7-cyano-5-((R)-3-hydroxypyrrolidin-1-yl)-2,6-naphthyridin-3-yl)cyclohexane-1-carboxamide C(C)(=O)N[C@H]1C[C@H](CCC1)C(=O)NC=1N=CC2=CC(=NC(=C2C1)N1C[C@@H](CC1)O)C#N